ClC=1N(C(C=2N(C(=NC2N1)C=1C=NN(C1)CC1=CC(=CC=C1)C(F)(F)F)COC(C1=CN=CC=C1)=O)=O)CCC Nicotinic acid 2-chloro-6-oxo-1-propyl-8-[1-(3-trifluoromethyl-benzyl)-1H-pyrazol-4-yl]-1,6-dihydro-purin-7-ylmethyl ester